[K].N1(CCOCC1)C1=CC(=NC=N1)N1N=CC(=C1O)N1N=NC=C1 1-[6-(morpholin-4-yl)pyrimidin-4-yl]-4-(1H-1,2,3-triazol-1-yl)-1H-pyrazol-5-ol potassium